FCOC1=NC=C(C2=C1N=C(S2)[NH-])N2CCOCC2 (4-fluoromethoxy-7-morpholin-4-yl-thiazolo[4,5-c]pyridin-2-yl)-amid